ClC1=CC2=C(C(N(C=3N2C(NN3)=S)CCC)=O)S1 7-chloro-4-propyl-1-thioxo-1,2-dihydrothieno[2,3-e][1,2,4]triazolo[4,3-a]pyrimidin-5(4H)-one